COC(C(C(=O)OC)CCCC=C)=O 2-(4-Penten-1-yl)malonic acid 1,3-dimethyl ester